O1CCN(CC1)C=1C=CC(=NC1)N 5-morpholinopyridin-2-amine